2-[3-[4-(1-methylpyrazolo[3,4-c]pyridin-4-yl)phenyl]-2-oxo-benzimidazol-1-yl]acetic acid CN1N=CC=2C1=CN=CC2C2=CC=C(C=C2)N2C(N(C1=C2C=CC=C1)CC(=O)O)=O